4'-diformylaminobenzophenone C(=O)N(C1=CC=C(C=C1)C(C1=CC=CC=C1)=O)C=O